C12CCC(C=C1)C2 1-cis-5-norbornene